FC=1C(=NC(=NC1)NC1=NC=C(C=C1)CN1CCNCC1)C1=CC2=C(N=C3N2[C@@H](CC3)CF)C(=C1)F (S)-5-fluoro-4-(5-fluoro-1-(fluoromethyl)-2,3-dihydro-1H-benzo[d]pyrrolo[1,2-a]imidazol-7-yl)-N-(5-(piperazin-1-ylmethyl)pyridin-2-yl)pyrimidin-2-amine